NC1=NC=C(C(=N1)C(F)F)C1=NC(=NC(=N1)N1CCOCC1)N1CCN(CC1)C(CCCNC(C=C(C)C)=O)=O N-(4-(4-(4-(2-amino-4-(difluoromethyl)pyrimidin-5-yl)-6-morpholino-1,3,5-triazin-2-yl)piperazin-1-yl)-4-oxobutyl)-3-methylbut-2-enamide